5-(1H-pyrazol-1-yl)-4,5,6,7-tetrahydro-1H-indazole-3-carboxylic acid N1(N=CC=C1)C1CC=2C(=NNC2CC1)C(=O)O